(4-(6-(3,4-dimethylpiperazin-1-yl)pyrrolo[2,1-f][1,2,4]triazin-4-yl)-3-fluoro-2-methylphenyl)methanamine trifluoroacetate FC(C(=O)O)(F)F.CC1CN(CCN1C)C=1C=C2C(=NC=NN2C1)C1=C(C(=C(C=C1)CN)C)F